tert-butyl (4S,6R)-2-bromo-4,6-dimethyl-6,7-dihydro-4H-pyrazolo[1,5-a]pyrazine-5-carboxylate BrC1=NN2C([C@@H](N([C@@H](C2)C)C(=O)OC(C)(C)C)C)=C1